O[NH2+]O DIHYDROXYAMMONIUM